5-fluoro-2-methylpyridin FC=1C=CC(=NC1)C